methyl (7S)-2-(2-(1H-pyrazol-1-yl)ethyl)-3-(1,1-dioxidotetrahydro-2H-thiopyran-3-yl)-7-methyl-3,7,8,9-tetrahydro-6H-imidazo[4,5-f]quinoline-6-carboxylate N1(N=CC=C1)CCC=1N(C=2C(=C3CC[C@@H](N(C3=CC2)C(=O)OC)C)N1)C1CS(CCC1)(=O)=O